4-(2-Amino-2-methylpropanoyl)-N-(1-(4-(((6-aminospiro[3.3]heptan-2-yl)amino)methyl)cyclohexyl)-2-oxo-1,2-dihydropyrimidin-4-yl)piperazine-1-carboxamide hydrochloride salt Cl.NC(C(=O)N1CCN(CC1)C(=O)NC1=NC(N(C=C1)C1CCC(CC1)CNC1CC2(C1)CC(C2)N)=O)(C)C